4-(4-aminocyclohexoxy)-2-methoxy-benzonitrile NC1CCC(CC1)OC1=CC(=C(C#N)C=C1)OC